CC(CCCl)CC 3-methyl-chloro-pentane